CS(=O)(=O)NC=1C=C(C=CC1)NC(C1=CN=C(C=C1)OCC1OCCC1)=O N-(3-(methylsulfonamido)phenyl)-6-((tetrahydrofuran-2-yl)methoxy)nicotinamide